1-[8-chloro-7-fluoro-6-(4-methyl-3-pyridinyl)-3-isoquinolinyl]-3-methyl-urea ClC=1C(=C(C=C2C=C(N=CC12)NC(=O)NC)C=1C=NC=CC1C)F